1-butyl-imidazolium C(CCC)N1C=[NH+]C=C1